oxodithiazepine O=S1SNC=CC=C1